C1(=CC=C(C=C1)P(OC1=C(C=C(C=C1)C(C)(C)C)C(C)(C)C)OC1=C(C=C(C=C1)C(C)(C)C)C(C)(C)C)C1=CC=C(C=C1)P(OC1=C(C=C(C=C1)C(C)(C)C)C(C)(C)C)OC1=C(C=C(C=C1)C(C)(C)C)C(C)(C)C tetrakis(2,4-di-tert-butylphenyl) {1,1-biphenyl}-4,4'-diylbisphosphonite